trifluoromethyl-[1,1'-biphenyl] FC(F)(F)C1=C(C=CC=C1)C1=CC=CC=C1